O=C1C[C@@H]2[C@@H](CN(C2)C(=O)OC(C)(C)C)C1 tert-butyl cis-5-oxohexahydrocyclopenta[c]pyrrole-2(1H)-carboxylate